6-(4-(hydroxymethyl)-1H-1,2,3-triazol-1-yl)-4-methoxypyridine-3-carbonitrile OCC=1N=NN(C1)C1=CC(=C(C=N1)C#N)OC